C(C)OC1=NC=CC=C1C1=NC=2CN(CC3(CCN(CC3)C3=C(C=C(C=C3)F)C(F)(F)F)C2C=C1)C(=O)[C@@H]1NCCC1 [2-(2-ethoxypyridin-3-yl)-1'-[4-fluoro-2-(trifluoromethyl)phenyl]spiro[6,8-dihydro-1,7-naphthyridine-5,4'-piperidine]-7-yl]-[(2R)-pyrrolidin-2-yl]methanone